[N-]1C(N)=NC=2N=CNC2C1=O guaninide